1-(2-chloropyridin-4-yl)-1H-indazol-6-ol ClC1=NC=CC(=C1)N1N=CC2=CC=C(C=C12)O